bis(2,3-dihydroxypropyl) 3,3'-dithiodipropionate bis(2,3-dihydroxypropyl)3,3'-thiodipropionate OC(COC(CCSCCC(=O)OCC(CO)O)=O)CO.C(CCSSCCC(=O)OCC(CO)O)(=O)OCC(CO)O